4-(1-(2,2-difluoroethyl)-1H-imidazol-4-yl)-N-(1-((1-methyl-1H-pyrazol-4-yl)sulfonyl)piperidin-4-yl)-5-(trifluoromethyl)pyrimidin-2-amine FC(CN1C=NC(=C1)C1=NC(=NC=C1C(F)(F)F)NC1CCN(CC1)S(=O)(=O)C=1C=NN(C1)C)F